CN1CCN2C=3C(=CC=CC13)C1C2CCN(C1)C(=O)OCC ethyl 2,3,6b,9,10,10a-hexahydro-3-methyl-1H-pyrido-[3',4':4,5]-pyrrolo[1,2,3-de]quinoxaline-8-carboxylate